[Li+].C(C[C@@](O)(C)CCO)(=O)[O-] (R)-mevalonic acid lithium salt